OCCCCN(C(=O)OCC1=C(N=NN1C)C1=CC=C(C(=N1)C)O[C@@H]1C[C@H](CCC1)C(=O)OC(C)C)C Isopropyl (1S,3S)-3-((6-(5-((((4-hydroxybutyl)(methyl) carbamoyl)oxy)methyl)-1-methyl-1H-1,2,3-triazol-4-yl)-2-methylpyridin-3-yl)oxy)cyclohexane-1-carboxylate